N12C[C@H](C(CC1)CC2)OC(N[C@@H]2C(CC1=CC(=CC=C21)C2=CC(=C(C=C2)OCC)C)(C)C)=O (S)-quinuclidin-3-yl((R)-5-(4-ethoxy-3-methylphenyl)-2,2-dimethyl-2,3-dihydro-1H-inden-1-yl)carbamate